(9Z,12Z)-octadec-9,12-dien-1-ol C(CCCCCCC\C=C/C\C=C/CCCCC)O